C(C)(=O)C=1C=NN(C1C(F)(F)F)C1=CC=C(C=C1)N1C(C(=C(C(=C1)Cl)C)Cl)=O 1-(4-(4-acetyl-5-(trifluoromethyl)-1H-pyrazol-1-yl)phenyl)-3,5-dichloro-4-methylpyridin-2(1H)-one